ClC1=CC=C2C(=CNC2=C1)S(=O)(=O)NC1=NC=C(C=C1OC)CC#N 6-chloro-N-[5-(cyanomethyl)-3-methoxypyridin-2-yl]-1H-indole-3-sulfonamide